C1(CC1)COC[C@H]1N(CC2=CC=CC=C2C1)S(=O)(=O)C1=CC=C(C)C=C1 (3S)-3-(cyclopropylmethoxymethyl)-2-(p-toluenesulfonyl)-3,4-dihydro-1H-isoquinoline